CN(CCNC(C(C)C)=O)C N-[2-(dimethylamino)ethyl]-2-methyl-propionamide